tetraethyl-diaminodiphenyl-methane 2-(2-Chlorophenyl)-4,5-diphenyl-1H-imidazol-1-yl-2-oxopropionate ClC1=C(C=CC=C1)C=1N(C(=C(N1)C1=CC=CC=C1)C1=CC=CC=C1)CC(C(=O)O)=O.C(C)C=1C(=C(C(=C(C1)C(C1=CC=CC=C1)(N)N)CC)CC)CC